(2R)-N-[4-(3-Cyanophenyl)-5-(2,6-dimethyl-4-pyridyl)thiazol-2-yl]-2-(hydroxymethyl)piperazine-1-carboxamide C(#N)C=1C=C(C=CC1)C=1N=C(SC1C1=CC(=NC(=C1)C)C)NC(=O)N1[C@H](CNCC1)CO